3-(2-bromo-4-chlorophenyl)-1-(oxan-2-yl)-1,2,4-triazole BrC1=C(C=CC(=C1)Cl)C1=NN(C=N1)C1OCCCC1